FC(C1=CC=C(C=C1)N1C=2C(C3=CC=CC=C13)=CNN2)(F)F 8-[4-(trifluoromethyl)phenyl]-2H,8H-pyrazolo[3,4-b]indole